5-(1-ethoxy-1-methylethyloxymethyloxycarbonyl)-7-oxo-bicyclo[2.2.1]Hept-2-ene C(C)OC(C)(C)OCOC(=O)C1C2C=CC(C1)C2=O